[N+](=O)([O-])C1C(C(=O)[O-])(C=CC=C1)O nitro-1-hydroxy-benzoate